bromo-benzonitrile BrC1=C(C#N)C=CC=C1